C(CCCCCCCCCCCCCCCCC=C)N 18-nonadecen-1-amine